4-((2s,5r)-4-propenoyl-2,5-dimethylpiperazin-1-yl)-7-(2-amino-3,5,6-trifluorophenyl)-6-chloro-1-(2-isopropyl-4-(methylsulfanyl)pyridin-3-yl)pyrido[2,3-d]pyrimidin-2(1H)-one C(C=C)(=O)N1C[C@@H](N(C[C@H]1C)C=1C2=C(N(C(N1)=O)C=1C(=NC=CC1SC)C(C)C)N=C(C(=C2)Cl)C2=C(C(=CC(=C2F)F)F)N)C